N1(CCCCC1)CCNNC=O 2-(1-piperidinyl)ethylaminoformamide